1,2,5-thiadiazine S1NC=CN=C1